imino({4-[(6-methoxy-1,5-naphthyridin-4-yl)oxy]phenyl})methyl-λ6-sulfanone N=S(=O)CC1=CC=C(C=C1)OC1=CC=NC2=CC=C(N=C12)OC